C1(C(CCC2=CC=CC=C12)C(=O)O)C(=O)O 1,2,3,4-tetrahydronaphthalenedicarboxylic acid